O[C@@H]1[C@H]([C@@H](O[C@@H]([C@H]1O)NC=1C2=C(N=CN1)C=CN2)C)NC(=O)[C@@H]2N(CC[C@@H]2O)C(=O)OC(C)(C)C tert-butyl (2R,3S)-2-[[(2S,3R,4R,5S,6S)-4,5-dihydroxy-2-methyl-6-(5H-pyrrolo[3,2-d]pyrimidin-4-ylamino)tetrahydropyran-3-yl]carbamoyl]-3-hydroxy-pyrrolidine-1-carboxylate